CN1CCC(CC1)(C)C=1SC2=C(N1)C=C(C=C2)B2OC(C(O2)(C)C)(C)C 2-(1,4-dimethylpiperidin-4-yl)-5-(4,4,5,5-tetramethyl-1,3,2-dioxaborolan-2-yl)benzo[d]thiazole